4-chloro-7-(4-methoxyphenyl)-1-methyl-1H-pyrazolo[3,4-d]pyridazine ClC1=C2C(=C(N=N1)C1=CC=C(C=C1)OC)N(N=C2)C